1-(4-(4-amino-1-cyclopropyl-1H-pyrazolo[3,4-d]pyrimidin-3-yl)-2-fluorophenyl)-3-(3-(2-(4-methylpiperazin-1-yl)propan-2-yl)isoxazol-5-yl)urea NC1=C2C(=NC=N1)N(N=C2C2=CC(=C(C=C2)NC(=O)NC2=CC(=NO2)C(C)(C)N2CCN(CC2)C)F)C2CC2